C(CCCCCCCCCCC)OCC=1OC(=CC(C1)=O)COCCCCCCCCCCCC 2,6-didodecyloxymethyl-4-pyrone